FC(C=1N=CC=2N(C1)C(=CN2)C2=NC=CC(=N2)N2CC(CC2)CNC(C)=O)(F)F N-((1-(2-(6-(Trifluoromethyl)imidazo[1,2-a]pyrazin-3-yl)pyrimidin-4-yl)pyrrolidin-3-yl)methyl)acetamide